CC(C)N1N=CC(=C1C(F)(F)F)C(=O)OCC ethyl 1-(propan-2-yl)-5-(trifluoromethyl)-1H-pyrazole-4-carboxylate